NC=1C=NN2C1C=CC=C2 3-amino-pyrazolo[1,5-a]pyridine